1-(1-(2-(3,8-diazabicyclo[3.2.1]octan-3-yl)-7-(thiazol-2-yl)benzo[d]oxazol-5-yl)-2,2,2-trifluoroethoxy)propan-2-ol C12CN(CC(CC1)N2)C=2OC1=C(N2)C=C(C=C1C=1SC=CN1)C(C(F)(F)F)OCC(C)O